tert-Butyl N-{[rac-(1S,3S,4S)-4-hydroxy-3-methylcyclohexyl]carbamothioyl}carbamate O[C@@H]1[C@H](C[C@H](CC1)NC(=S)NC(OC(C)(C)C)=O)C |r|